2-(4-amino-1H-indazol-1-yl)-2-methylpropanenitrile NC1=C2C=NN(C2=CC=C1)C(C#N)(C)C